(Z)-1-(4-(1-(4-(cyanomethoxy)phenyl)-1H-1,2,4-triazol-3-yl)-2-methylphenyl)-3-(3-(5-methyl-2-(3,3,3-trifluoropropoxy)phenyl)-4-oxothiazolidin-2-ylidene)urea C(#N)COC1=CC=C(C=C1)N1N=C(N=C1)C1=CC(=C(C=C1)NC(=O)\N=C\1/SCC(N1C1=C(C=CC(=C1)C)OCCC(F)(F)F)=O)C